3'-[(3-chloro-2-methoxyphenyl)amino]-2'-[6-(oxetan-3-yloxy)-1,5-naphthyridin-4-yl]-5',6'-dihydro-1'H-spiro[cyclopropane-1,7'-pyrrolo[3,2-c]pyridin]-4'-one ClC=1C(=C(C=CC1)NC1=C(NC2=C1C(NCC21CC1)=O)C1=CC=NC2=CC=C(N=C12)OC1COC1)OC